OC1CN(C1)C(=O)C1=CC=C(CN2C3=NC(=NC=C3NC2=O)C2=C(C=CC=C2)C(C)C)C=C1 9-(4-(3-hydroxyazetidine-1-carbonyl)benzyl)-2-(2-isopropylphenyl)-7,9-dihydro-8H-purin-8-one